COC(C=CCCC(C(=O)NC=1C(N(C=CC1)CC(=O)NCC(CC)CC)=O)NC(=O)C1=CN=CN1C)=O 7-(1-(2-(2-ethylbutylamino)-2-oxoethyl)-2-oxo-1,2-dihydro-pyridin-3-ylamino)-6-(1-methyl-1H-imidazole-5-carboxamido)-7-oxo-hept-2-enoic acid methyl ester